C(C)(C)(C)OC(=O)N1[C@H]([C@H](CC1)N(CCCCCC1=CC=C2CCCN(C2=N1)C(=O)OC(C)(C)C)C)C tert-butyl 7-(5-(((2S,3S)-1-(tert-butoxycarbonyl)-2-methylpyrrolidin-3-yl)(methyl)amino)pentyl)-3,4-dihydro-1,8-naphthyridine-1(2H)-carboxylate